4-Chloro-8-methyl-5H,6H,7H,8H-pyrido[3,4-d]pyrimidine-7-carboxylic acid tert-butyl ester C(C)(C)(C)OC(=O)N1C(C=2N=CN=C(C2CC1)Cl)C